[Ni].[Ni](=S)(=S)(=S)(=S)(=S)(=S)(=S)=S nickel octasulfide nickel